(R)-5-[4-(5-fluoro-2,3-dihydrobenzofuran-7-yl)-2-hydroxy-4-methyl-2-trifluoromethyl-pentylamino]-1-methylisoquinoline FC=1C=C(C2=C(CCO2)C1)C(C[C@@](CNC1=C2C=CN=C(C2=CC=C1)C)(C(F)(F)F)O)(C)C